4-(6-(4-(D-leucyl)piperazin-1-yl)pyridin-3-yl)-6-ethoxypyrazolo[1,5-a]pyridine-3-carbonitrile N[C@H](CC(C)C)C(=O)N1CCN(CC1)C1=CC=C(C=N1)C=1C=2N(C=C(C1)OCC)N=CC2C#N